C(#N)C1=C(C=C(OC2C(C(C2(CC)CC)NC(=O)C2=CC=C(C=C2)N2CCC(CC2)CN2CCN(CC2)C=2N=CC(=NC2)C(=O)O)(CC)CC)C=C1C)C 5-[4-[[1-[4-[[3-(4-cyano-3,5-dimethyl-phenoxy)-2,2,4,4-tetraethyl-cyclobutyl]carbamoyl]phenyl]-4-piperidyl]methyl]piperazin-1-yl]pyrazine-2-carboxylic acid